1-(((6-chloropyridin-2-yl)(methyl)amino)methyl)cyclopropane-1-carboxylic acid ClC1=CC=CC(=N1)N(C)CC1(CC1)C(=O)O